O1CCN(CC1)C1CCN(CC1)CCCNC1=C2C(=NC=C1)C=CS2 7-((3-(4-morpholinopiperidin-1-yl)propyl)amino)thieno[3,2-b]pyridin